(1S,2R)-(+)-2-amino-1,2-diphenyl-ethanol N[C@@H]([C@@H](O)C1=CC=CC=C1)C1=CC=CC=C1